COC1=C(NO)C=CC(=C1)C(NC1CCOCC1)=O 2-methoxy-4-(tetrahydropyran-4-ylcarbamoyl)anilinol